N-((6-Aminopyridin-2-yl)sulfonyl)-6-(3-fluoro-5-isobutoxyphenyl)-2-(3,5,5-trimethylcyclopent-1-en-1-yl)nicotinamide NC1=CC=CC(=N1)S(=O)(=O)NC(C1=C(N=C(C=C1)C1=CC(=CC(=C1)OCC(C)C)F)C1=CC(CC1(C)C)C)=O